6-(Methylamino)spiro[3.3]heptan-2-ol CNC1CC2(CC(C2)O)C1